FC(C1=NN=C(O1)C=1C=CC(=NC1)CN1C(N(C(C2=CC=CC=C12)=O)CCC1=CC=CC=C1)=O)F 1-((5-(5-(difluoromethyl)-1,3,4-oxadiazole-2-yl)pyridine-2-yl)methyl)-3-phenethylquinazoline-2,4(1H,3H)-dione